NC=1C=2N(C(=CN1)C(=O)N1C[C@@H](CCC1)N)C(=NC2C2=CC=C(C1=CC=CC=C21)N(C(=O)N)C2=CC(=CC=C2)C(F)(F)F)C (4-{8-amino-5-[(3R)-3-aminopiperidine-1-carbonyl]-3-methylimidazo[1,5-a]pyrazin-1-yl}naphthalen-1-yl)-1-[3-(trifluoromethyl)phenyl]urea